5-(tert-butyl)-1-(2,2-difluoroethyl)-3-isothiocyanato-1H-pyrazole C(C)(C)(C)C1=CC(=NN1CC(F)F)N=C=S